1-Methyl-4-(4,4,5,5-tetramethyl-1,3,2-dioxaborolan-2-yl)pyrazole CN1N=CC(=C1)B1OC(C(O1)(C)C)(C)C